4-[(1S,3S)-3-{5-[1-(1H-imidazol-1-yl)ethyl]-1,2,4-oxadiazol-3-yl}-2,2-dimethylcyclopropyl]benzenesulfonamide N1(C=NC=C1)C(C)C1=NC(=NO1)[C@@H]1C([C@H]1C1=CC=C(C=C1)S(=O)(=O)N)(C)C